C(C)(C)(C)[Si](C)(C)OC1=C(C=CC(=C1)C(C)(C)C)B1OC(C(O1)(C)C)(C)C tert-butyl(5-tert-butyl-2-(4,4,5,5-tetramethyl-1,3,2-dioxaborolan-2-yl)phenoxy)dimethylsilane